C1(=CC=CC=C1)N1CCN(CC1)C1=CC=C(C=N1)N 6-(4-phenylpiperazin-1-yl)pyridin-3-amine